tert-butyl N-[3-methyl-5-[[2-[5-methyl-2-(2-oxo-1H-quinolin-6-yl)-1-piperidyl]-2-oxo-acetyl]-amino]-2-pyridyl]carbamate CC=1C(=NC=C(C1)NC(C(=O)N1C(CCC(C1)C)C=1C=C2C=CC(NC2=CC1)=O)=O)NC(OC(C)(C)C)=O